C(C1=CC=CC=C1)N(CCOC1CCC(CC1)OC=C)CC1=CC=CC=C1 N,N-dibenzyl-2-(((1r,4r)-4-(vinyloxy)cyclohexyl)oxy)ethane-1-amine